ClC1=NC(=NC(=C1)C1=C(C=CC=C1C)C)NS(=O)(=O)C=1C=C(C(=O)N2[C@@H](CN(C[C@H](C2)O)C(=O)OC(C)(C)C)C(C)C)C=CC1 tert-Butyl (3R,6S)-4-[3-[[4-chloro-6-(2,6-dimethylphenyl)pyrimidin-2-yl]sulfamoyl]benzoyl]-6-hydroxy-3-isopropyl-1,4-diazepane-1-carboxylate